7-chloro-6-fluoro-4-oxo-N-[1,1,1,2,2-pentafluoropent-3-yl]-1-(2,4,6-trifluorophenyl)-1,4-dihydro-1,8-naphthyridine-3-carboxamide ClC1=C(C=C2C(C(=CN(C2=N1)C1=C(C=C(C=C1F)F)F)C(=O)NC(C(C(F)(F)F)(F)F)CC)=O)F